(2S,4R)-1-((R)-2-(1-fluorocyclopropane-1-carboxamido)-3-methyl-3-(tritylthio)-butanoyl)-4-hydroxy-N-((S)-1-(4-(4-methylthiazol-5-yl)phenyl)ethyl)pyrrolidine-2-carboxamide FC1(CC1)C(=O)N[C@H](C(=O)N1[C@@H](C[C@H](C1)O)C(=O)N[C@@H](C)C1=CC=C(C=C1)C1=C(N=CS1)C)C(C)(SC(C1=CC=CC=C1)(C1=CC=CC=C1)C1=CC=CC=C1)C